(1R,5S,6s)-6-((4-(2-(((benzyloxy)carbonyl)amino)propan-2-yl)-6-(4-fluorophenyl)pyridin-2-yl)oxy)-1-methyl-3-azabicyclo[3.1.0]hexane-3-carboxylate C(C1=CC=CC=C1)OC(=O)NC(C)(C)C1=CC(=NC(=C1)C1=CC=C(C=C1)F)O[C@H]1[C@@H]2CN(C[C@]12C)C(=O)[O-]